CC1=CC(=NC(=C1C)NC)C=1C=C2C(N(C(C2=CC1)=O)C1C(NC(CC1)=O)=O)C 3-(5-(4,5-dimethyl-6-(methylamino)pyridin-2-yl)-3-methyl-1-oxoisoindolin-2-yl)piperidine-2,6-dione